FC1=CC(=CC2=C1N=C(S2)C=2CCNCC2)C=2C=C(C=1N(N2)C=C(N1)C)OC 6-[4-Fluoro-2-(1,2,3,6-tetrahydropyridin-4-yl)-1,3-benzothiazol-6-yl]-8-methoxy-2-methylimidazo[1,2-b]pyridazin